2-oxo-1,3-diazoleN O=C1N=CCN1